5-(4-(4-Acrylpiperazin-1-yl)phenyl)-7-(1-methyl-1H-pyrazol-4-yl)imidazo[1,2-a]pyridine-3-carbonitrile C(=O)(C=C)N1CCN(CC1)C1=CC=C(C=C1)C1=CC(=CC=2N1C(=CN2)C#N)C=2C=NN(C2)C